ClC1=CC(=C(C=C1)NC(OC(C)(C)C)=O)CN(C)CC#N tert-butyl (4-chloro-2-(((cyanomethyl)(methyl)amino) methyl)phenyl)carbamate